(R or S)-5-(3-(3-(4-fluoro-phenethyl)-3-(oxetan-3-yl)pyrrolidin-1-yl)oxetan-3-yl)-2-methylpyridine FC1=CC=C(CC[C@]2(CN(CC2)C2(COC2)C=2C=CC(=NC2)C)C2COC2)C=C1 |o1:7|